COC(=O)C=1C=C(C2=C(N(C(=N2)CCl)C[C@H]2OCC2)C1)OC(F)(F)F (S)-2-(chloromethyl)-1-((oxetan-2-yl)methyl)-4-(trifluoromethoxy)-1H-benzo[d]imidazole-6-carboxylic acid methyl ester